2-amino-3-[[7-fluoro-2-[[2-[2-oxo-3-(3-oxo-4H-pyrido[3,2-b][1,4]oxazin-6-yl)-1,3-oxazolidin-5-yl]ethylamino]methyl]-2,3-dihydro-1H-inden-5-yl]oxy]propanoic acid NC(C(=O)O)COC=1C=C2CC(CC2=C(C1)F)CNCCC1CN(C(O1)=O)C=1C=CC=2OCC(NC2N1)=O